tert-Butyl 2-(((benzyloxy)carbonyl) (methyl)amino)-4-(3-chloro-4-(trifluoromethyl)phenyl)butanoate C(C1=CC=CC=C1)OC(=O)N(C(C(=O)OC(C)(C)C)CCC1=CC(=C(C=C1)C(F)(F)F)Cl)C